BrC1=C(C2=CN(N=C2C=C1)CC1(CC1)O)F 1-((5-bromo-4-fluoro-2H-indazol-2-yl)methyl)cyclopropan-1-ol